CC1(CNC2=CC=C(C=C12)S(=O)(=O)[O-])C 3,3-dimethylindoline-5-sulfonate